tert-butyl 2-((7,8-dichloro-4-(1H-imidazol-1-yl) quinolin-2-yl)(methyl)amino)ethylcarbamate ClC1=CC=C2C(=CC(=NC2=C1Cl)N(CCNC(OC(C)(C)C)=O)C)N1C=NC=C1